N-methyl-N,N,N-tripropenyl-ammonium chloride [Cl-].C[N+](C=CC)(C=CC)C=CC